C(C)OC[C@]1(CN(CC1)C(C(=O)C=1C=NC(=CC1)C)(C)C)CCC1=CC=C(C=C1)F |o1:4| (R or S)-2-(3-(ethoxymethyl)-3-(4-fluorophenethyl)pyrrolidin-1-yl)-2-methyl-1-(6-methylpyridin-3-yl)propan-1-one